COC1=NC2=CC=C(C=C2C=C1)C1=CN=CC(=N1)N1CC2(CN(C2)C(=O)C=2C=NN(C2)C)C1 (6-(6-(2-methoxyquinolin-6-yl)pyrazin-2-yl)-2,6-diazaspiro[3.3]heptane-2-yl)(1-methyl-1H-pyrazol-4-yl)methanone